4,4'-(pentane-2,2-diyl)diphenol CC(CCC)(C1=CC=C(C=C1)O)C1=CC=C(C=C1)O